CC([NH3+])C dimethylmethanaminium